NC1=NN(C2=NC(=CC=C21)[C@H]2[C@@H](C2)C)C(=O)C2=C(C=CC=C2)C |r| (3-amino-6-((1rs,2rs)-2-methylcyclopropyl)-1H-pyrazolo[3,4-b]pyridin-1-yl)(o-tolyl)methanone